P(OC1=C(C=C(C=C1)C(CC)(C)C)C(CC)(C)C)(OC1=CC=C(C=C1)C(CC)(C)C)OC1=CC=C(C=C1)C(CC)(C)C [2,4-bis(1,1-dimethylpropyl)phenyl] bis[4-(1,1-dimethylpropyl)phenyl] phosphite